N-(2-methoxy-6-pyrimidin-5-yl-3-pyridinyl)-5-methyl-3-phenyl-isoxazole-4-carboxamide COC1=NC(=CC=C1NC(=O)C=1C(=NOC1C)C1=CC=CC=C1)C=1C=NC=NC1